O[C@H](COC1CCC(CC1)NC(CN1C=NC2=C(C1=O)N(N=C2NC2=CC=C(C=C2)C(F)(F)F)C)=O)C N-((1S,4r)-4-((S)-2-hydroxypropoxy)cyclohexyl)-2-(1-methyl-7-oxo-3-((4-(trifluoromethyl)phenyl)amino)-1,7-dihydro-6H-pyrazolo[4,3-d]pyrimidin-6-yl)acetamide